FC(C(=O)N(C1C(C1)C1=CC=CC=C1)CC1CCN(CC1)CCOC1=CC=C(C(=O)OC)C=C1)(F)F Methyl 4-(2-(4-((2,2,2-trifluoro-N-(2-phenylcyclopropyl)acetamido)methyl)piperidin-1-yl)ethoxy)benzoate